C(C)OCN(C(C=C)=O)COCC N,N-di(ethoxymethyl)acrylamide